4-(2-(2,6-dioxopiperidin-3-yl)-3-oxo-2,3-dihydro-1H-benzofuro[2,3-c]pyrrol-6-yl)-5,6-dihydropyridine-1(2H)-carboxylic acid tert-butyl ester C(C)(C)(C)OC(=O)N1CC=C(CC1)C1=CC2=C(C=C1)C1=C(C(N(C1)C1C(NC(CC1)=O)=O)=O)O2